C(C)N1C(NC2=NC=CC(=C21)OC2=C(C=C(C=C2)C=2N(C(=C(N2)C(=O)N)C(F)(F)F)C2=CC=CC=C2)F)=O (4-((1-ethyl-2-keto-2,3-dihydro-1H-imidazo[4,5-b]pyridin-7-yl)oxy)-3-fluorophenyl)-1-phenyl-5-(trifluoromethyl)-1H-imidazole-4-carboxamide